1-(9Z-hexadecenoyl)-2-heptadecanoyl-glycero-3-phospho-(1'-sn-glycerol) CCCCCCCCCCCCCCCCC(=O)O[C@H](COC(=O)CCCCCCC/C=C\CCCCCC)COP(=O)(O)OC[C@H](CO)O